S1C=NC2=C1C=C(C=C2)\C=C\2/N=C(NC2=O)NC2CCN(CC2)C (4Z)-4-(1,3-Benzothiazol-6-ylmethylene)-2-[(1-methyl-4-piperidyl)amino]-1H-imidazol-5-one